1,2-dibromo-4-butoxy-5-ethoxybenzene BrC1=C(C=C(C(=C1)OCC)OCCCC)Br